FC=1C=C(C=NC1)C1CC2(CNC2)C1 6-(5-fluoro-3-pyridyl)-2-azaspiro[3.3]heptane